COC=1C=C(C=CC1C(=O)N1CCN(CC1)C(CC1=CC=C(C=C1)C(F)(F)F)=O)NS(=O)(=O)C=1C=CC=C2C=CC=NC12 N-(3-Methoxy-4-(4-(2-(4-(trifluoromethyl)phenyl)acetyl)piperazine-1-carbonyl)phenyl)quinoline-8-sulfonamide